(1R,2R)-2-Amino-2-(2-chloro-3-thienyl)cyclohexane-1-ol N[C@@]1([C@@H](CCCC1)O)C1=C(SC=C1)Cl